C(C)(C)(C)OC(=O)N1[C@@H](COCC1)C=1C=C(C=C2CCN(CC12)C(C(C)(C)O)=O)C=1C=C2C(=NC1)NN=C2C (R)-3-(2-(2-hydroxy-2-methylpropanoyl)-6-(3-methyl-1H-pyrazolo[3,4-b]pyridin-5-yl)-1,2,3,4-tetrahydroisoquinolin-8-yl)morpholine-4-carboxylic acid tert-butyl ester